C(C)(C)(C)OC(N(CC1=CC=C(C=C1)C1=NC=CC=C1)C1=CC(=NC=2N1N=CC2C2CC2)C2=CC=NN2)=O.O2C(CCCC2)NC2=CC=CC=C2 (tetrahydro-2H-pyran-2-yl)aniline tert-butyl-(3-cyclopropyl-5-(1H-pyrazol-5-yl)pyrazolo[1,5-a]pyrimidin-7-yl)(4-(pyridin-2-yl)benzyl)carbamate